C1(CC1)C=1C(=CC(N2[C@@H](CSC12)C(=O)OC)=O)CC1=CC(=CC=C1)C(F)(F)F Methyl (3R)-7-cyclopropyl-4-oxo-6-{[m-(trifluoromethyl)phenyl]methyl}-1-thia-3a-aza-3-indancarboxylate